C(=O)C=1C=CC=2N(C3=CC=C(C=C3C2C1)C=O)CCCCCCCCCCCCCCCC 3,6-diformyl-9-hexadecyl-carbazole